(R)-2-(1H-benzo[d][1,2,3]triazol-1-yl)-1-((3R,5R,8R,9S,10S,13S,14S,17S)-3-hydroxy-3,10,13-trimethylhexadecahydro-1H-cyclopenta[a]phenanthren-17-yl)propan-1-one N1(N=NC2=C1C=CC=C2)[C@@H](C(=O)[C@H]2CC[C@H]1[C@@H]3CC[C@@H]4C[C@](CC[C@@]4([C@H]3CC[C@]21C)C)(C)O)C